CN(C(CN1N=CC(=C1)NC(=O)OC1CN(CCC1)C(=O)OC(C)(C)C)=O)CCOC1=CC=C(C=C1)C tert-butyl 3-[[1-[2-[methyl-[2-(4-methylphenoxy)ethyl]amino]-2-oxo-ethyl]pyrazol-4-yl]carbamoyloxy]piperidine-1-carboxylate